C1(=CC=CC=C1)NC=1NC(/C(/N1)=C/C=1C=C2C=CC=NC2=CC1)=O (4Z)-2-(phenylamino)-4-[(quinolin-6-yl)methylidene]-4,5-dihydro-1H-imidazol-5-one